ClC=1C(=C2C=NN(C2=CC1C)C1OCCCC1)C=1C(=NN(C1C)C1CC2(CN(C2)C(=O)OC(C)(C)C)C1)N1C(CNCC1)(CC)CC Tert-butyl 6-(4-(5-chloro-6-methyl-1-(tetrahydro-2H-pyran-2-yl)-1H-indazol-4-yl)-3-(2,2-diethylpiperazin-1-yl)-5-methyl-1H-pyrazol-1-yl)-2-azaspiro[3.3]heptane-2-carboxylate